N[C@@H]1[C@H]([C@H]([C@H](O[C@H]1OC)CO)O)O (2R,3R,4R,5R,6R)-5-amino-2-(hydroxymethyl)-6-methoxytetrahydro-2H-pyran-3,4-diol